5-(2-((1H-imidazol-4-yl)methoxy)-4-fluorophenyl)-4-methylpyrimidine N1C=NC(=C1)COC1=C(C=CC(=C1)F)C=1C(=NC=NC1)C